potassium 3-(benzyloxy)-3-oxopropionate C(C1=CC=CC=C1)OC(CC(=O)[O-])=O.[K+]